FC1=C(C=CC=C1)C1=NCC=2N(C3=C1C=C(C=C3)C)N=C(C2)C(=O)O 6-(2-fluorophenyl)-8-methyl-4H-pyrazolo[1,5-a][1,4]benzodiazepine-2-carboxylic acid